The molecule is a carbamate ester obtained by the formal condensation of the phenolic group of 3,5-dimethyl-4-(methylsulfinyl)phenol with the carboxy group of methylcarbamic acid. It is a metabolite of the pesticide methiocarb. It has a role as a marine xenobiotic metabolite. It is a sulfoxide and a carbamate ester. CC1=CC(=CC(=C1S(=O)C)C)OC(=O)NC